1-(2-chlorophenyl)-3,4-diphenylpyrrole-2,5-dione ClC1=C(C=CC=C1)N1C(C(=C(C1=O)C1=CC=CC=C1)C1=CC=CC=C1)=O